O=C1N(C(C=C1)=O)CCC(NCCOCCOCCOCCOCCOCCOCCC(N[C@H](C(N[C@H](C(=O)N)C)=O)C(C)C)=O)=O (2S,5S)-31-(2,5-dioxo-2,5-dihydro-1H-pyrrol-1-yl)-5-isopropyl-2-methyl-4,7,29-trioxo-10,13,16,19,22,25-hexaoxa-3,6,28-triazahentriacontanamide